n-tricosyl methacrylate C(C(=C)C)(=O)OCCCCCCCCCCCCCCCCCCCCCCC